CC1=C(C(C2=CC=CC=C2C1=O)=O)C\C=C(/CC\C=C(\CC\C=C(\CCC=C(C)C)/C)/C)\C 3-methyl-2-[(2Z,6E,10E)-3,7,11,15-tetramethylhexadeca-2,6,10,14-tetraenyl]naphthalene-1,4-dione